FC(OC)COC monofluorodimethoxyethane